Methyl (S)-2-(2-(1-(3-(3-fluorophenyl)propanoyl)piperidin-4-yl)acetamido)-3-(p-tolyl)propanoate FC=1C=C(C=CC1)CCC(=O)N1CCC(CC1)CC(=O)N[C@H](C(=O)OC)CC1=CC=C(C=C1)C